P(=O)(OF)(OF)OP(=O)=O.[Li] lithium difluoro (phospho) phosphate